3-(3-dimethylaminomethyl-4-hydroxy-1-thiophen-3-ylmethyl-piperidin-4-yl)-benzamide CN(C)CC1CN(CCC1(O)C=1C=C(C(=O)N)C=CC1)CC1=CSC=C1